N-cyclopropyl-2-[(2-{4-[2-(dimethylamino)ethoxy]pyridin-2-yl}-5H,6H,7H-cyclopenta[d]pyrimidin-4-yl)(methyl)amino]acetamide C1(CC1)NC(CN(C)C=1C2=C(N=C(N1)C1=NC=CC(=C1)OCCN(C)C)CCC2)=O